CC1(CN(CC1)C(C=C)=O)NC1=CC(=CC=C1)C(F)(F)F 1-[3-methyl-3-[3-(trifluoromethyl)anilino]pyrrolidin-1-yl]prop-2-en-1-one